COCC(=O)N1CCOCC1 4-methoxyacetyl-morpholine